8a-Ethyl-2-(2-((1-((1-methyl-1H-pyrazol-4-yl)sulfonyl)piperidin-4-yl)amino)-5-(trifluoromethyl)pyrimidin-4-yl)-6,7,8,8a-tetrahydro-4H-thieno[2,3-a]pyrrolizin-4-one C(C)C12CCCN2C(C2=C1SC(=C2)C2=NC(=NC=C2C(F)(F)F)NC2CCN(CC2)S(=O)(=O)C=2C=NN(C2)C)=O